N1(CCCC1)CC(C)C=1C=C(C(=C)C)C=CC1 3-(2-pyrrolidino-1-methylethyl)-α-methylstyrene